ClC1=C(C=C(C=C1)NC(=O)NC1CCC=2NC3=CC(=CC=C3C2C1)C(=O)N1CCOCC1)C(F)(F)F 1-(4-chloro-3-trifluoromethylphenyl)-3-(7-(morpholine-4-carbonyl)-2,3,4,9-tetrahydro-1H-carbazol-3-yl)urea